N=1C=NN2C=NC(=CC21)OC2=C(C=C(C=C2)N2CN=CC1=C(C(=CC=C21)OC([2H])([2H])[2H])O[C@H]2C(CN(CC2)C)(F)F)C (R)-N-(4-([1,2,4]triazolo[1,5-c]pyrimidin-7-yloxy)-3-methylphenyl)-5-((3,3-difluoro-1-methylpiperidin-4-yl)oxy)-6-(methoxy-d3)quinazolin